4H-benzimidazole N1=CN=C2C1=CC=CC2